2-(4-(4-(cyclopropanecarbonyl)piperazin-1-yl)phenyl)-5,7-dimethoxyquinazolin-4(3H)-one C1(CC1)C(=O)N1CCN(CC1)C1=CC=C(C=C1)C1=NC2=CC(=CC(=C2C(N1)=O)OC)OC